N-(6-amino-5-ethyl-3-pyridyl)-2-[(2R,5S)-2-(3,4-dihydro-2H-1,4-benzoxazin-7-yl)-5-methyl-1-piperidyl]-2-oxo-acetamide NC1=C(C=C(C=N1)NC(C(=O)N1[C@H](CC[C@@H](C1)C)C1=CC2=C(NCCO2)C=C1)=O)CC